(6-bromo-7-fluoro-2-((4-methoxybenzyl)amino)quinolin-4-yl)methanol BrC=1C=C2C(=CC(=NC2=CC1F)NCC1=CC=C(C=C1)OC)CO